FC=1C=C(C(NC1)=O)[C@H](C)NC=1C=CC=2N(N1)C(=CN2)C=2N=NN(C2)CCO (S)-5-fluoro-3-(1-((3-(1-(2-hydroxyethyl)-1H-1,2,3-triazol-4-yl)imidazo[1,2-b]pyridazin-6-yl)amino)ethyl)pyridin-2-one